2-Fluoro-4-methyl-5-[5-(morpholin-4-yl)-6-[2-(trimethylsilyl)ethynyl]pyridin-3-yl]aniline FC1=C(N)C=C(C(=C1)C)C=1C=NC(=C(C1)N1CCOCC1)C#C[Si](C)(C)C